(2R)-2-[3-(1-Cyclopropyl-1H-pyrazol-5-yl)-1,2,4-oxadiazol-5-yl]-1,1-difluoro-6-azaspiro[2.5]octan-6-sulfonamid C1(CC1)N1N=CC=C1C1=NOC(=N1)[C@@H]1C(C12CCN(CC2)S(=O)(=O)N)(F)F